Allylhydroxypropylnatrium sulfat S(=O)(=O)(O)O.C(C=C)C(CC[Na])O